C(C=C)(=O)C1C2(N(CCC1)C1=CC=C(C=C1)C)NC1=CC(=CC=C1C2=O)N(C)C 3'-acryloyl-6-(dimethylamino)-1'-p-tolylspiro[indoline-2,2'-piperidin]-3-one